C(C)OCOC1C(C2=CC=CC=C2CC1)=O (ethoxymethoxy)-3,4-dihydronaphthalen-1(2H)-one